2-(1-((4-carboxyphenyl)amino)-3-(2-(difluoromethyl)cyclopropyl)-1-oxopropan-2-yl)-5-(3-chloro-6-(difluoromethyl)-2-fluorophenyl)pyridine 1-oxide C(=O)(O)C1=CC=C(C=C1)NC(C(CC1C(C1)C(F)F)C1=[N+](C=C(C=C1)C1=C(C(=CC=C1C(F)F)Cl)F)[O-])=O